OCC1=C(C=C(C=C1)NC([C@H](CCCNC(=O)N)NC([C@H](C(C)C)NC(OC(C)(C)C)=O)=O)=O)NC(CNC(=O)OCC#C)=O tert-butyl ((S)-1-(((S)-1-((4-(hydroxymethyl)-3-(2-(((prop-2-yn-1-yloxy)carbonyl)amino)acetamido)phenyl)amino)-1-oxo-5-ureidopentan-2-yl)amino)-3-methyl-1-oxobutan-2-yl)carbamate